3-(difluoromethyl)cyclobutyl (3-(3,3-difluorocyclobutyl)-4-isopropyl-1-methyl-1H-pyrazol-5-yl)carbamate FC1(CC(C1)C1=NN(C(=C1C(C)C)NC(OC1CC(C1)C(F)F)=O)C)F